N[C@@H]1CN(CC1)S(=O)(=O)NC(=O)C=1C(=NC(=CC1)C1=CC(=CC=C1)OC)N1C(C[C@@H](C1)C)(C)C N-[(3S)-3-Aminopyrrolidin-1-yl]sulfonyl-6-(3-methoxyphenyl)-2-[(4S)-2,2,4-trimethylpyrrolidin-1-yl]pyridin-3-carboxamid